1-bromomethyl-2,4-dimethyl-benzene BrCC1=C(C=C(C=C1)C)C